(S)-8-(8-((2,3-dichlorophenyl)thio)-[1,2,4]triazolo[4,3-c]pyrimidin-5-yl)-8-azaspiro[4.5]decan-1-amine ClC1=C(C=CC=C1Cl)SC=1C=2N(C(=NC1)N1CCC3(CCC[C@@H]3N)CC1)C=NN2